C(CC)S(=O)(=O)[O-].[Li+] lithium propylsulfonate